(2R,5S,7R,8E)-7-fluoro-2-methyl-4-oxo-3,13,19-triazatetracyclo[11.5.2.05,7.016,20]icosa-1(19),8,14,16(20),17-pentaene-14-carbaldehyde F[C@@]1\2C[C@H]1C(N[C@@H](C=1C=CC=3C=C(N(CCC/C=C2)C3N1)C=O)C)=O